(5's)-5'-methyl-7H-spiro[furo[2,3-b]pyrazin-6,3'-pyrrolidin]-2-ol C[C@H]1CC2(CN1)CC=1C(=NC=C(N1)O)O2